ethyl (S)-8-ethynyl-6-(2-fluorophenyl)-4-methyl-4H-benzo[f]imidazo[1,5-a][1,4]diazepine-3-carboxylate C(#C)C=1C=CC2=C(C(=N[C@H](C=3N2C=NC3C(=O)OCC)C)C3=C(C=CC=C3)F)C1